NC1=NN2C(C=CC=C2C2=CC=C3CCN(C(C3=C2)=O)C)=C1C(=O)N1CCCCC1 7-(2-amino-3-(piperidine-1-carbonyl)pyrazolo[1,5-a]Pyridin-7-yl)-2-methyl-3,4-dihydroisoquinoline-1(2H)-one